C1(=CC=CC=C1)P(C1=C(C=CC(=C1)C)N1C2=CC=CC=C2C=2C=CC=CC12)C1=CC=CC=C1 9-(2-(Diphenylphosphino)-4-methylphenyl)-9H-carbazole